4-(5-fluoro-1H-indol-2-yl)-N-methoxy-2-carbonyl-5-pentyl-2,5-dihydrofuran-3-carboxamide FC=1C=C2C=C(NC2=CC1)C1=C(C(OC1CCCCC)=C=O)C(=O)NOC